CN1S(CC2=C1C=CC=C2)(=O)=O methyl-1,3-dihydro-2λ6-benzo[c][1,2]thiazole-2,2-dione